(-)-6-{6-[(tert-butylamino)methyl]-2-(3-methylphenyl)-4,5,6,7-tetrahydropyrazolo[1,5-a]pyrimidin-3-yl}-2-(2-methylphenyl)pyridazin-3(2H)-one C(C)(C)(C)NCC1CNC=2N(C1)N=C(C2C=2C=CC(N(N2)C2=C(C=CC=C2)C)=O)C2=CC(=CC=C2)C